FC([C@@H](O)C1=CC(=C(C=N1)C=1C(N(C2=CC(=NC=C2C1)NC(=O)C1CC1)C)=O)C)(C)F (S)-N-(3-(6-(2,2-difluoro-1-hydroxypropyl)-4-methylpyridin-3-yl)-1-methyl-2-oxo-1,2-dihydro-1,6-naphthyridin-7-yl)cyclopropanecarboxamide